3-(3-chloro-4-fluorophenyl)-1-(4-isopropoxyphenyl)1-((6,7,8,9-tetrahydro-5H-[1,2,4]triazolo[4,3-a]azepin-3-yl)methyl)urea ClC=1C=C(C=CC1F)NC(N(CC1=NN=C2N1CCCCC2)C2=CC=C(C=C2)OC(C)C)=O